C1(CCCC1)N1[C@@H](C(N(C=2C=NC(=NC12)NC1=C(C=C(C(=O)NCCCCOC2CCNCC2)C=C1)OC)C)=O)CC 4-[[(7R)-8-cyclopentyl-7-ethyl-5-methyl-6-oxo-7H-pteridin-2-yl]amino]-3-methoxy-N-[4-(4-piperidyloxy)butyl]benzamide